N-(2-chloro-4'-fluoro-[1,1'-biphenyl]-4-yl)-7-methyl-2,3-dioxo-1,2,3,4-tetrahydroquinoxaline-6-sulfonamide ClC1=C(C=CC(=C1)NS(=O)(=O)C=1C=C2NC(C(NC2=CC1C)=O)=O)C1=CC=C(C=C1)F